tri-germane [GeH3][GeH2][GeH3]